2-phenyl-3,3-bis(4-hydroxyphenyl)phthalimide C1(=CC=CC=C1)C12C(C(=O)NC1=O)=CC=CC2(C2=CC=C(C=C2)O)C2=CC=C(C=C2)O